C1=C2C(=CN=N1)C=NC=C2 pyrido[3,4-d]pyridazine